C(C)C=1CN(ON1)[C@H](C(=O)NC1=NC=CC(=C1)C(COC)N1C(N[C@@H](C1)C(F)(F)F)=O)C1CCC(CC1)C 4-Ethyl-N-((1S)-2-((4-(2-methoxy-1-((S)-2-oxo-4-(trifluoromethyl)imidazolidin-1-yl)ethyl)pyridin-2-yl)amino)-1-((1r,4S)-4-methylcyclohexyl)-2-oxoethyl)-1,2,5-oxadiazole